FC([C@@H](CC)N)(F)F (R)-1,1,1-trifluoro-2-butylamine